7-(3-fluorobenzyloxy)-3-chromonic acid FC=1C=C(COC2=CC=C3CC(C(OC3=C2)C(=O)O)=O)C=CC1